C1=CC=CC=2C3=CC=CC=C3C(C12)COC(=O)N[C@H](C(=O)O)CCCCC (S)-2-((((9H-fluoren-9-yl)methoxy)carbonyl)amino)heptanoic acid